(4aS,7aR)-1-(2-methanesulfonylethyl)-octahydro-1H-cyclopenta[b]pyridin CS(=O)(=O)CCN1[C@H]2[C@H](CCC1)CCC2